C[C@H]([C@@H](CCC)S(=O)(=O)N)CC=C (4R,5S)-5-METHYL-7-OCTENE-4-SULFONAMIDE